FC(C=1C=C(C=NC1C)NC(C(=O)N1[C@@H](CC[C@H](C1)C)C=1C=C2CCC(NC2=CC1)=O)=O)F [5-(difluoromethyl)-6-methyl-3-pyridyl]-2-[(2S,5R)-5-methyl-2-(2-oxo-3,4-dihydro-1H-quinolin-6-yl)-1-piperidyl]-2-oxo-acetamide